6-(chloromethyl)indoline-2-one ClCC1=CC=C2CC(NC2=C1)=O